CC(CCC#N)N1N=C(C=C1)C=1C=CC=C2C=NC(=NC12)NC1=CC=C(C=C1)N1CCN(CC1)C 8-(1-(1-methylcyanopropyl)pyrazolyl)-N-(4-(1-methylpiperazin-4-yl)phenyl)quinazolin-2-amine